6-(4-formyl-1H-1,2,3-triazol-1-yl)4-methylnicotinonitrile C(=O)C=1N=NN(C1)C1=NC=C(C#N)C(=C1)C